4-amino-N-(benzo[d][1,3]dioxol-5-ylmethyl)-3-(2-hydroxypropan-2-yl)benzamide NC1=C(C=C(C(=O)NCC2=CC3=C(OCO3)C=C2)C=C1)C(C)(C)O